((4-chlorophenyl)sulfonyl)-3-(4-fluorophenyl)-4-phenyl-N-((1S,3S)-3-sulfamoyl-cyclopentyl)-4,5-dihydro-1H-pyrazole-1-carboxamidine ClC1=CC=C(C=C1)S(=O)(=O)C1(C(=NN(C1)C(=N)N[C@@H]1C[C@H](CC1)S(N)(=O)=O)C1=CC=C(C=C1)F)C1=CC=CC=C1